1-butoxy-2,3-propanediol C(CCC)OCC(CO)O